FC1=CC=C(C(C)N)C=C1 4-Fluoro-α-methylbenzylamine